COC1=C(C=CC=C1N1CCCCC1)NC1=NC(=NC=C1C(=O)OCC)NC1=NC=CC=C1 Ethyl 4-(2-methoxy-3-(piperidin-1-yl)phenylamino)-2-(pyridin-2-ylamino)pyrimidine-5-carboxylate